C(C)(C)(C)OP(=O)(OC(C)(C)C)OC1=C(C=CC=C1)CC(=O)O 2-(2-((di-t-butoxyphosphoryl)oxy)phenyl)acetic acid